FC1=C2C(=CN=C1N1CCN(CC1)CC(=O)N(C)C)NC(=C2C(C)C)C=2C=C(C=1N(C2)N=CN1)OC 2-(4-(4-fluoro-3-isopropyl-2-(8-methoxy-[1,2,4]triazolo[1,5-a]pyridin-6-yl)-1H-pyrrolo[2,3-c]pyridin-5-yl)piperazin-1-yl)-N,N-dimethylacetamide